2,2',2'',2'''-(4-(4,6-diphenyl-1,3,5-triazin-2-yl)pyridine-2,3,5,6-tetrayl)tetrakis(9-phenyl-9H-carbazole) C1(=CC=CC=C1)C1=NC(=NC(=N1)C1=CC=CC=C1)C1=C(C(=NC(=C1C1=CC=2N(C3=CC=CC=C3C2C=C1)C1=CC=CC=C1)C1=CC=2N(C3=CC=CC=C3C2C=C1)C1=CC=CC=C1)C1=CC=2N(C3=CC=CC=C3C2C=C1)C1=CC=CC=C1)C1=CC=2N(C3=CC=CC=C3C2C=C1)C1=CC=CC=C1